(R)-2-(7-(4-cyclopentyl-3-(trifluoromethyl)benzyloxy)-1,2,3,4-tetrahydrocyclopenta(b)indol-3-yl)acetic acid C1(CCCC1)C1=C(C=C(COC2=CC=3C4=C(NC3C=C2)[C@H](CC4)CC(=O)O)C=C1)C(F)(F)F